3-((1r,4r)-4-(4-chlorophenyl) cyclohexyl)-1,4-dioxo-1,4-dihydronaphthalen-2-yl (4Z,7Z,10Z,13Z,16Z,19Z)-docosahexaenoate C(C=C\C=C/C=C\C=C\C=C/C=C\CCCCCCCCC)(=O)OC=1C(C2=CC=CC=C2C(C1C1CCC(CC1)C1=CC=C(C=C1)Cl)=O)=O